(4-allylpiperidin-1-yl)-4-bromobenzoic acid C(C=C)C1CCN(CC1)C1=C(C(=O)O)C=CC(=C1)Br